4,5,9,10-tetraazaperylen C1=CC=C2N=NC=C3C4=CC=NC5=NC=CC(C1=C23)=C45